di(dimethylphenyl) carbonate C(OC1=C(C(=CC=C1)C)C)(OC1=C(C(=CC=C1)C)C)=O